CN1N=NC(=C1)B1OC(C(O1)(C)C)(C)C 1-methyl-4-(tetramethyl-1,3,2-dioxaborolan-2-yl)-1H-1,2,3-triazole